2-Oxo-2-(2-(2-phenylacetylacetyl)hydrazino)ethyl acetate C(C)(=O)OCC(NNC(CC(CC1=CC=CC=C1)=O)=O)=O